C(C)(C)(C)C1C=2N(CCCN1C(=O)O)N=C(C2C)C(NC)=O.C(C)(C)(C)OC(=O)NCC(=O)O N-(tert-Butoxycarbonyl)glycine tert-butyl-3-methyl-2-(methylcarbamoyl)-7,8-dihydro-4H-pyrazolo[1,5-a][1,4]diazepine-5(6H)-carboxylate